NCCNC1CCC(CC1)NC1=CC=C(C=C1)C(C)(C)C 1-N-(2-aminoethyl)-N4-(4-(tert-butyl)phenyl)cyclohexane-1,4-diamine